(2R)-2-amino-3-(3-chloro-5-fluoro-4-hydroxyphenyl)propanoic acid methyl ester COC([C@@H](CC1=CC(=C(C(=C1)F)O)Cl)N)=O